Cl.CC1=C(C=CC(=C1)C)[C@H](C)N (S)-1-(2,4-dimethylphenyl)ethan-1-amine hydrochloride